CN1C(=CC=C1)N1N=C2CCC(CC2=C1O)N1CCN(CC1)C 2-(1-methyl-1H-pyrrol-2-yl)-5-(4-methylpiperazin-1-yl)-4,5,6,7-tetrahydro-2H-indazol-3-ol